[Ca+2].[NH4+] ammonium calcium salt